methyl 2,3-dibromo-5-methylpyridine-4-carboxylate BrC1=NC=C(C(=C1Br)C(=O)OC)C